bis(benzenesulfonyl)Nitrogen C1(=CC=CC=C1)S(=O)(=O)[N]S(=O)(=O)C1=CC=CC=C1